3-((5-chloro-1H-indol-2-yl)methyl)-1-methyl-1-((3R)-1-(3,3,3-trifluoro-2-hydroxy-2-methylpropanoyl)piperidin-3-yl)urea ClC=1C=C2C=C(NC2=CC1)CNC(N([C@H]1CN(CCC1)C(C(C(F)(F)F)(C)O)=O)C)=O